(5'S)-3'-(2,6-difluorophenyl)-5'-methyl-spiro[1,3-dioxolane-2,13'-9-thia-4,7-diazatricyclo[8.5.0.02,8]pentadeca-1(10),2(8),3-triene]-6'-imine FC1=C(C(=CC=C1)F)C=1C=2C=3CCC4(CCC3SC2NC([C@@H](N1)C)=N)OCCO4